CC1C(N(C2CC1C2)C(=O)C=2N=C(SC2C2=CC=CC=C2)C)COC2=NC=CC1=CC=CC=C21 1-{[4-methyl-2-(2-methyl-5-phenyl-1,3-thiazole-4-carbonyl)-2-azabicyclo[3.1.1]heptan-3-yl]methoxy}isoquinoline